C(C)(C)(C)CN(C(=O)O[C@H]1[C@H](OC2=CC(=CC(=C2C1)OCC1=CC=CC=C1)OCC1=CC=CC=C1)C1=CC(=C(C(=C1)OCC1=CC=CC=C1)OCC=C)OCC1=CC=CC=C1)CC=1N=NC(=CC1)Br (2R,3R)-2-(4-(allyloxy)-3,5-bis(benzyloxy)phenyl)-5,7-bis(benzyloxy)chroman-3-ol tert-butyl-((6-bromopyridazin-3-yl)methyl)(methyl)carbamate